C1(CCCCC1)N1C=NC=2CN(CCC21)C(=O)OC(C)(C)C Tert-Butyl 1-cyclohexyl-1H,4H,5H,6H,7H-imidazo[4,5-c]pyridine-5-carboxylate